C(C1=CC=CC=C1)NS(=O)(=O)C1=C(C(=C(C(=C1O)F)F)F)F N-benzyl-2,3,4,5-tetrafluoro-6-hydroxy-benzenesulfonamide